OC1=C(CNC2=C3N=CN(C3=NC=N2)[C@H]2[C@@H](O)[C@H](O)[C@H](O2)CO)C=CC(=C1)I 6-(2-hydroxy-4-iodobenzylamino)-9-β-D-arabinofuranosylpurine